C1(=CC=CC2=CC=CC=C12)C=1OC(=O)C2=CC=CC=C2C1SC 3-(1-naphthyl)-4-methylthio-isocoumarin